tert-butyl (2-bromo-4-morpholinophenyl)carbamate BrC1=C(C=CC(=C1)N1CCOCC1)NC(OC(C)(C)C)=O